tert-butyl-7-bromo-6-((tert-butoxycarbonyl)(4-chlorobenzyl)carbamoyl)-1-oxo-3,4-dihydropyrrolo[1,2-a]pyrazine-2(1H)-carboxylate C(C)(C)(C)OC(=O)N1C(C=2N(CC1)C(=C(C2)Br)C(N(CC2=CC=C(C=C2)Cl)C(=O)OC(C)(C)C)=O)=O